Racemic-3-{4-[2-(2-ethoxyethoxy)ethoxy]phenyl}-2-[4,7,10-tris(carboxymethyl)-1,4,7,10-tetra-azacyclododecan-1-yl]propanoic acid C(C)OCCOCCOC1=CC=C(C=C1)C[C@H](C(=O)O)N1CCN(CCN(CCN(CC1)CC(=O)O)CC(=O)O)CC(=O)O |r|